1-bromo-8-chloro-N-(3-methyloxetane-3-yl)-3-(5-(trifluoromethyl)-1,3,4-thiadiazol-2-yl)-N-((2-(trimethylsilyl)ethoxy)methyl)imidazo[1,5-a]pyridine-6-sulfonamide BrC=1N=C(N2C1C(=CC(=C2)S(=O)(=O)N(COCC[Si](C)(C)C)C2(COC2)C)Cl)C=2SC(=NN2)C(F)(F)F